(R)-5-(2-cyano-5-fluorophenyl)-7-methyl-N-(1,1,1-trifluoropropan-2-yl)pyrazolo[1,5-a]Pyrimidine C(#N)C1=C(C=C(C=C1)F)C1=NC=2N(C(=C1)C)N(CC2)[C@@H](C(F)(F)F)C